C1CCC2=C(C=CC=C12)C1=C(C=C2C(=N1)C(=NN2)C=2C=NN(C2)C2CN(C2)C(=O)[C@H]2N(CC2)C)OC (S)-(3-(4-(5-(2,3-dihydro-1H-inden-4-yl)-6-methoxy-1H-pyrazolo[4,3-b]pyridin-3-yl)-1H-pyrazol-1-yl)azetidin-1-yl)(1-methylazetidin-2-yl)methanone